O1CCN(CC1)C1=CC=C(OC2=C(N=NN2)C(=O)OC)C=C1 Methyl 5-(4-morpholinophenoxy)-1H-1,2,3-triazole-4-carboxylate